OC=1C=C(CCNC(CCCCCCCCCCC)=O)C=CC1O N-(3,4-dihydroxyphenethyl)-dodecanamide